IC1(C=NNC1C1=NC(=CC=C1)C)C1OCCCC1 2-(4-iodo-4-(tetrahydro-2H-pyran-2-yl)-1H-pyrazol-5-yl)-6-methylpyridine